ClC=1C(=C(C=CC1Cl)NC1=NC=NC2=CC(=C(C=C12)OC1CC(C1)NC(C=C)=O)NC)F N-((1s,3s)-3-((4-((3,4-dichloro-2-fluorophenyl)amino)-7-(methylamino)quinazolin-6-yl)oxy)cyclobutyl)acrylamide